ClC1=CC=C(CC23N(CC(NCC(NCCCCN(CCC2)C3)C)COC)C)C=C1 13-(4-chlorobenzyl)-10-(methoxymethyl)-7,12-dimethyl-1,6,9,12-tetraazabicyclo[11.3.1]heptadecane